(2S)-2-[4-chloro-2-(4-ethoxy-4,5-dihydroisoxazol-3-yl)phenoxy]-3-methylbutanoic acid tert-butyl ester C(C)(C)(C)OC([C@H](C(C)C)OC1=C(C=C(C=C1)Cl)C1=NOCC1OCC)=O